C1(CC1)C1=NC(=CC=C1S(=O)(=O)N1CC2(C1)CN(C2)CC2CCOCC2)C(F)(F)F 2-((2-cyclopropyl-6-(trifluoromethyl)pyridin-3-yl)sulfonyl)-6-((tetrahydro-2H-pyran-4-yl)methyl)-2,6-diazaspiro[3.3]heptane